(rac)-[2-amino-4-(trifluoromethoxy)phenyl]-[4-[2-(tetrahydrofuran-3-ylmethyl)-3H-imidazo[4,5-b]pyridin-7-yl]-1-piperidyl]methanone NC1=C(C=CC(=C1)OC(F)(F)F)C(=O)N1CCC(CC1)C1=C2C(=NC=C1)NC(=N2)C[C@H]2COCC2 |r|